(p-octyl-oxyphenyl)boron C(CCCCCCC)OC1=CC=C(C=C1)[B]